gold platinum palladium rhodium [Rh].[Pd].[Pt].[Au]